C(=O)O.FC1(CC(C1)(CC1=NN=CN1C)C=1C=C(C=CC1)N1C(C2=CC(=CC(=C2C1)C(F)(F)F)CNC12CC(C1)(C2)C)=O)F 2-(3-(3,3-difluoro-1-((4-methyl-4H-1,2,4-triazol-3-yl)methyl)cyclobutyl)phenyl)-6-(((3-methylbicyclo[1.1.1]pentan-1-yl)amino)methyl)-4-(trifluoromethyl)isoindolin-1-one formate